ClC1=C(C=NC2=C(C=CC=C12)C1=CC(=CC(=C1)C)C)C(=O)N[C@H]1CCCC2=CC=CC=C12 4-chloro-8-(3,5-dimethylphenyl)-N-[(1S)-1,2,3,4-tetrahydronaphthalen-1-yl]quinoline-3-carboxamide